FC=1C=C2C=C(C(NC2=CC1)=O)C=1N=NN(C1)C1=CC=C(C(=O)N2[C@H](CCC2)C(=O)N)C=C1 (R)-1-{4-[4-(6-fluoro-2-oxo-1,2-dihydro-quinolin-3-yl)-[1,2,3]triazol-1-yl]-benzoyl}-pyrrolidine-2-carboxylic acid amide